(Z)-7-tetradecen-1-ol C(CCCCC\C=C/CCCCCC)O